2-[3-(aminomethyl)-[2,3'-bipyridin]-6'-yl]propan-2-ol NCC=1C(=NC=CC1)C=1C=NC(=CC1)C(C)(C)O